FC=1C=CC(=NC1)C1(CCOC2(CCCC2)C1)CCNCC=1SC=CC1Cl {2-[9-(5-fluoro-pyridin-2-yl)-6-oxa-spiro[4.5]decan-9-yl]-ethyl}-((3-chlorothien-2-yl)-methyl)-amine